C(CCC)ON(C1=C(C=C(C=C1)C)CC)OCCCC N,N-dibutoxyethyl-p-toluidine